CC=1C=C(C=C(C1)C(F)(F)F)NC1=NOC=2C1=NC=C(C2C#CC=2C=CC=1N(C2)N=NN1)NC=1C=NC=C(C1)C(F)(F)F N3-(3-methyl-5-(trifluoromethyl)phenyl)-7-(tetrazolo[1,5-a]pyridin-6-ylethynyl)-N6-(5-(trifluoromethyl)pyridin-3-yl)isoxazolo[4,5-b]pyridine-3,6-diamine